N1(C=CN=CC=C1)C1=CC=C2C(=CN=CC2=C1)N1C(NC(CC1)=O)=O 1-[7-(1,4-diazepin-1-yl)-4-isoquinolinyl]Hexahydropyrimidine-2,4-dione